C(C1=CC=CC=C1)(=O)NC(NCC1=C(C=CC=C1)C1N(CC(CC1)F)CC1=CC=C(C=C1)OC)=S 3-benzoyl-1-(2-(5-fluoro-1-(4-methoxybenzyl)piperidin-2-yl)benzyl)thiourea